[N+](=[N-])=CC(CC[C@@H](C(=O)OC(C([2H])([2H])[2H])C([2H])([2H])[2H])NC([C@H](CCSC)OC)=O)=O propan-2-yl-1,1,1,3,3,3-d6 (S)-6-diazo-2-((S)-2-methoxy-4-(methylthio) butanamido)-5-oxohexanoate